O1CCC2=C1C=C(C=C2)C=2CC[C@@H](CN2)C |r| rac-(3S)-6-(2,3-Dihydrobenzofuran-6-yl)-3-methyl-2,3,4,5-tetrahydropyridine